ClC=1C=C2C(=C3C4(NC(NC13)=O)CCCCC4)OC(=C2)C(=O)N(C2CCN(CC2)C)C 5'-chloro-N-methyl-N-(1-methylpiperidin-4-yl)-7'-oxo-7',8'-dihydro-6'H-spiro[cyclohexane-1,9'-furo[2,3-f]quinazoline]-2'-carboxamide